BrC1=CC2=C(N(C(=N2)C=2C(=NON2)N)CC=2C=NC=CC2)C=C1 4-[5-bromo-1-(pyridin-3-ylmethyl)benzimidazol-2-yl]-1,2,5-oxadiazol-3-amine